6-bromo-3-(methoxycarbonyl)-2-naphthoic acid BrC=1C=C2C=C(C(=CC2=CC1)C(=O)O)C(=O)OC